NC1=NN2C(C=C(C=C2)C=2C(=C(OCCC(C(C)(O)C3=C(C=CC=C3)F)(F)F)C(=CC2)F)F)=N1 5-(3-(2-amino-[1,2,4]triazolo[1,5-a]pyridin-7-yl)-2,6-difluorophenoxy)-3,3-difluoro-2-(2-fluorophenyl)pentan-2-ol